N1(CCCC1)C1=CC=C(C(=O)Cl)C=C1 4-(pyrrolidin-1-yl)benzoyl chloride